CN([C@@H](CC1=CC(=C(C(=O)N)C(=C1)F)F)CNC(C[C@@H](C1(CC1)C(F)(F)F)C=1C=NC(=NC1)C)=O)C 4-((S)-2-(dimethylamino)-3-((R)-3-(2-methylpyrimidin-5-yl)-3-(1-(trifluoromethyl)cyclopropyl)propanamido)propyl)-2,6-difluorobenzamide